2-(2-Azidoethyl)-4,5-dihydro-1,3-oxazole N(=[N+]=[N-])CCC=1OCCN1